FC(C(C)(C)O)(F)C=1C(=C(C=CC1)[C@@H](C)NC1=NC(=NC2=CC3=C(C=C12)C(C(N3C)=O)(C)OC)C)F 4-(((R)-1-(3-(1,1-difluoro-2-hydroxy-2-methylpropyl)-2-fluorophenyl)ethyl)amino)-6-methoxy-2,6,8-trimethyl-6,8-dihydro-7H-pyrrolo[3,2-g]quinazolin-7-one